4-[(1H-benzo[d]imidazol-5-yl)methyl]-6-hydroxy-5-oxo-4,5-dihydrothieno[3,2-b]pyridine-7-carboxylic acid N1C=NC2=C1C=CC(=C2)CN2C1=C(C(=C(C2=O)O)C(=O)O)SC=C1